OC1=C(C=CC=C1)C1=CC(=CN=N1)N1CCC(CC1)(C(=O)N1CCC(CC1)(C(=O)N1CCN(CC1)C1=CC=C(C=C1)[C@@H]1C(NC(CC1)=O)=O)C)C1=CC=CC=C1 |r| RAC-(3R)-3-{4-[4-(1-{1-[6-(2-HYDROXYPHENYL)PYRIDAZIN-4-YL]-4-PHENYLPIPERIDINE-4-CARBONYL}-4-METHYLPIPERIDINE-4-CARBONYL)PIPERAZIN-1-YL]PHENYL}PIPERIDINE-2,6-DIONE